2-Aminoethyl(ethoxydimethylsilan) NCC[Si](C)(C)OCC